BrC=1C(=C(C(=NC1)N)[N+](=O)[O-])N[C@@H]1CN(CC1)C 5-Bromo-N4-[(3S)-1-methylpyrrolidin-3-yl]-3-nitropyridine-2,4-diamine